ClC=1C=C(C=NC1N1N=CC=N1)NC(C1=CN=C(C(=C1)C1=C2C=CC=NC2=CC=C1)C)=O N-(5-chloro-6-(2H-1,2,3-triazol-2-yl)pyridin-3-yl)-6-methyl-5-(quinolin-5-yl)nicotinamide